CC1N(CC(CC1)COC=1C(=NC=CC1)C(F)(F)F)C1=CN=C2C(=N1)N(N=C2)CC(F)(F)F 6-(2-Methyl-5-(((2-(trifluoromethyl)pyridin-3-yl)oxy)methyl)piperidin-1-yl)-1-(2,2,2-trifluoroethyl)-1H-pyrazolo[3,4-b]pyrazine